C1(CC1)C(=O)N1CCN(CC1)C=1C=C2C(=CN=NC2=CC1)N[C@H](C)C1=C(C(=CC=C1)C(F)F)F (R)-Cyclopropyl-(4-(4-(1-(3-(difluoromethyl)-2-Fluorophenyl)Ethylamino)Cinnolin-6-yl)Piperazin-1-yl)Methanone